N-(4-(benzo[d]oxazol-5-yloxy)-3-methylphenyl)-6-chloropyrido[3,2-d]pyrimidin-4-amine O1C=NC2=C1C=CC(=C2)OC2=C(C=C(C=C2)NC=2C1=C(N=CN2)C=CC(=N1)Cl)C